octadecane-7,8-diol CCCCCCC(C(CCCCCCCCCC)O)O